methyl (2S,4R)-1-((2S)-3,3-dimethyl-2-(2-oxo-5-(3-(tosyloxy)propyl)pyrrolidin-1-yl)butanoyl)-4-((tetrahydro-2H-pyran-2-yl)oxy)pyrrolidine-2-carboxylate CC([C@@H](C(=O)N1[C@@H](C[C@H](C1)OC1OCCCC1)C(=O)OC)N1C(CCC1CCCOS(=O)(=O)C1=CC=C(C)C=C1)=O)(C)C